cis-tert-butyl ((3-(4-(((3S,4S)-3-fluorotetrahydro-2H-pyran-4-yl)amino)-1-(2,2,2-trifluoroethyl)-1H-indol-2-yl)-1,2,4-oxadiazol-5-yl)methyl)carbamate F[C@@H]1COCC[C@@H]1NC1=C2C=C(N(C2=CC=C1)CC(F)(F)F)C1=NOC(=N1)CNC(OC(C)(C)C)=O